OC[C@@H](CB(OCC(C)O)O)C=1C=NC=C(C1)C1=CC(=C(C=C1)OC)OCCC 2-hydroxypropyl hydrogen ((S)-3-hydroxy-2-(5-(4-methoxy-3-propoxyphenyl)pyridin-3-yl) propyl)boronate